ClC1=C(C=CC(=C1)CNC1CC(C1)(C)O)N1N=CC(=C1)C1=NC(=NC=C1C#N)NC1CCN(CC1)S(=O)(=O)C1CC1 4-(1-(2-Chloro-4-((((1s,3s)-3-hydroxy-3-methylcyclobutyl)amino)methyl)phenyl)-1H-pyrazol-4-yl)-2-((1-(cyclopropylsulfonyl)piperidin-4-yl)amino)pyrimidine-5-carbonitrile